FC(COC1=CC=2N(N=C1)C(=CN2)C2=CC=CC(=N2)N[C@H]2CN(C[C@@H]2F)C(=O)OC(C)(C)C)F tert-butyl (3S,4S)-3-((6-(7-(2,2-difluoroethoxy) imidazo[1,2-b]pyridazin-3-yl) pyridin-2-yl) amino)-4-fluoropyrrolidine-1-carboxylate